ClC=1C=C2C=C(N(C2=CC1)C)C(=O)N1CCC(CC1)C(=O)C=1OC(=NN1)C1=NC=CC=C1C (5-Chloro-1-methyl-1H-indol-2-yl)(4-(5-(3-methylpyridyl)-1,3,4-oxadiazole-2-carbonyl)piperidine-1-yl)methanone